9,12,15-octadecatrienealdehyde 3-(1,1,2,2-tetrafluoroethoxy)-2-hydroxypropyl-methacrylate FC(C(F)F)(OCC(COC(C(=C)C)=O)O)F.C(CCCCCCCC=CCC=CCC=CCC)=O